ClC=1C=C(OCC(=O)NC23CC(C2)(C3)NC(=O)C3=NC=CC(=C3)CNC(OC(C)(C)C)=O)C=CC1Cl Tert-Butyl ([2-({3-[2-(3,4-dichlorophenoxy)acetamido]bicyclo[1.1.1]pentan-1-yl}carbamoyl)pyridin-4-yl]methyl)carbamate